22-(benzenesulfonyl)-16-fluoro-5-(4-methylpiperazin-1-yl)-7,11-dioxa-19,22,23-triazapentacyclo[16.5.2.12,6.012,17.021,24]hexacosa-1(23),2(26),3,5,12,14,16,18,20,24-decaene C1(=CC=CC=C1)S(=O)(=O)N1C2=CN=C3C4=C(C=CC=C4OCCCOC4=C(C=CC(C(=N1)C2=C3)=C4)N4CCN(CC4)C)F